C(#N)CC(C)N1CC(N(C2(CN(C2)C(=O)NC)C1=O)CC1=CC=C(C=C1)C(F)(F)F)=O 8-(1-cyanopropan-2-yl)-N-methyl-6,9-dioxo-5-(4-(trifluoromethyl)benzyl)-2,5,8-triazaspiro[3.5]nonane-2-carboxamide